2-butyl-2-ethyl-oxirane C(CCC)C1(OC1)CC